CC(CC(C)(C)C)(C)NC1=NC=NC=N1 (1,1,3,3-tetramethylbutyl)amino-1,3,5-triazine